1-((3s,5r)-1-propenoyl-5-(methoxymethyl)pyrrolidin-3-yl)-3-((1-(difluoromethyl)-4,6-difluoro-2-methyl-1H-benzo[d]imidazol-5-yl)ethynyl)-5-(methylamino)-1H-pyrazole-4-carboxamide C(C=C)(=O)N1C[C@H](C[C@@H]1COC)N1N=C(C(=C1NC)C(=O)N)C#CC1=C(C2=C(N(C(=N2)C)C(F)F)C=C1F)F